NC1=C(N(N=C1C)C)C1=CC(=C(C(=O)N([C@H]2CNCCC2)C2=NC=CC3=CC=CC(=C23)C)C=C1)F 4-(4-amino-2,5-dimethyl-pyrazol-3-yl)-2-fluoro-N-(8-methyl-1-isoquinolyl)-N-[(3R)-3-piperidyl]benzamide